C1CC12OC[C@H](C2)OC2=NN=C(S2)NC(=O)C=2C=NC(=CC2C2=CC(=NC=C2OC)Cl)C (S)-N-(5-((4-oxaspiro(2.4)heptan-6-yl)oxy)-1,3,4-thiadiazol-2-yl)-2'-chloro-5'-methoxy-6-methyl-(4,4'-bipyridine)-3-carboxamide